2-cyclopropyl-8-azaspiro[4.5]dec-2-en-8-carboxylate C1(CC1)C=1CC2(CC1)CCN(CC2)C(=O)[O-]